1-(1-(((4-(3-(1H-imidazol-2-yl)piperidin-1-yl)-7-(8-ethylnaphthalen-1-yl)-5,6,7,8-tetrahydropyrido[3,4-d]pyrimidin-2-yl)oxy)methyl)cyclopropyl)-N,N-dimethylmethanamine N1C(=NC=C1)C1CN(CCC1)C=1C2=C(N=C(N1)OCC1(CC1)CN(C)C)CN(CC2)C2=CC=CC1=CC=CC(=C21)CC